Tert-butyl (2-(1,4-dioxaspiro[4.5]decan-8-yl)thiazol-5-yl)carbamate O1CCOC12CCC(CC2)C=2SC(=CN2)NC(OC(C)(C)C)=O